3-bromo-10-methyl-7-(thiophen-2-yl)-10H-phenoxazine BrC=1C=CC=2N(C3=CC=C(C=C3OC2C1)C=1SC=CC1)C